1,2-dithiolane-3-hexanol S1SC(CC1)CCCCCCO